12-(3-(1H-imidazol-2-yl)ureido)dodecanoic acid N1C(=NC=C1)NC(NCCCCCCCCCCCC(=O)O)=O